C1(=CC=CC=C1)C=1NC=C(N1)C1=C(C(=CC=C1)Cl)CCC 2-phenyl-4-(2-propyl-3-chlorophenyl)imidazole